Benzyl (2S,4R)-4-fluoropyrrolidine-2-carboxylate 2,2,2-trifluoroacetate salt FC(C(=O)O)(F)F.F[C@@H]1C[C@H](NC1)C(=O)OCC1=CC=CC=C1